FC=1C=C(C=CC1F)C(C)O 1-(3,4-difluorophenyl)ethan-1-ol